water sodium gluconate O=C([C@H](O)[C@@H](O)[C@H](O)[C@H](O)CO)[O-].[Na+].O